1,3-bis(((R)-morpholin-2-yl)methoxy)benzene N1C[C@@H](OCC1)COC1=CC(=CC=C1)OC[C@H]1CNCCO1